COC(=O)C1=CCC2(CCC2)CC1 spiro[3.5]non-6-ene-7-carboxylic acid methyl ester